tert-butyl 5-chloro-4-fluoro-3-methyl-pyrrolo[2,3-c]pyridine-1-carboxylate ClC=1C(=C2C(=CN1)N(C=C2C)C(=O)OC(C)(C)C)F